CC1=NC(=CC=C1N1CCN(CC1)CC=1C=C(NC(C1)=O)NC(OC)=O)C(NC)=O methyl (4-((4-(2-methyl-6-(methylcarbamoyl)pyridin-3-yl)piperazin-1-yl)methyl)-6-oxo-1,6-dihydropyridin-2-yl)carbamate